3-(7-(7-(4-(dimethylcarbamoyl)-3-methylphenyl)-5H-pyrrolo[2,3-b]pyrazin-2-yl)-5-methyl-3,4-dihydroisoquinolin-2(1H)-yl)propanoic acid CN(C(=O)C1=C(C=C(C=C1)C1=CNC2=NC=C(N=C21)C2=CC(=C1CCN(CC1=C2)CCC(=O)O)C)C)C